C(C)OC(=O)[C@H]1O[C@]([C@H]([C@H]1C1=CC(=C(C=C1)F)F)C)(C(F)(F)F)C |r| rac-(2S,3S,4S,5R)-3-(3,4-difluorophenyl)-4,5-dimethyl-5-(trifluoromethyl)tetrahydrofuran-2-carboxylic acid ethyl ester